C(N)(=O)C1=CC=C(C=C1)NC(C1=C(C(=CC=C1OC1=C(C=C(C=C1)OC(F)(F)F)OC([2H])([2H])[2H])C(F)(F)F)F)=O N-(4-carbamoylphenyl)-2-fluoro-6-[2-(trideuteriomethoxy)-4-(trifluoromethoxy)phenoxy]-3-(trifluoromethyl)benzamide